N-(4-(7-methoxy-6-(3-((1R,4R)-5-methyl-2,5-diazabicyclo[2.2.1]heptan-2-yl)propoxy)Quinazolin-4-yl)phenyl)-2-(4-(trifluoromethyl)phenyl)acetamide COC1=C(C=C2C(=NC=NC2=C1)C1=CC=C(C=C1)NC(CC1=CC=C(C=C1)C(F)(F)F)=O)OCCCN1[C@H]2CN([C@@H](C1)C2)C